(1R,2R)-2-fluoro-N-{6-[3-({6-[1-hydroxypropyl]-4-methylpyridin-3-yl}amino)pyridin-2-yl]pyrimidin-4-yl}cyclopropane-1-carboxamide F[C@H]1[C@H](C1)C(=O)NC1=NC=NC(=C1)C1=NC=CC=C1NC=1C=NC(=CC1C)C(CC)O